2,7-dimethyl-suberaldehyde CC(C=O)CCCCC(C=O)C